COC1=C(CN(C(CC[C@H](NC([C@@H](NC(CCCCCCCC)=O)CC(C)C)=O)C(=O)OCC)=O)C)C=CC(=C1)OC Ethyl N5-(2,4-dimethoxybenzyl)-N5-methyl-N2-(nonanoyl-L-leucyl)-L-glutaminate